anti-11-hydroxyandrostenedione OC1[C@@H]2[C@]3(CCC(C=C3CC[C@H]2[C@@H]2CCC([C@@]2(C)C1)=O)=O)C